C(C)NC1=NC(=NC(=N1)NC(C)C)NC 2-(ethyl-amino)-4-(isopropyl-amino)-6-(methyl-amino)-S-triazine